O1CCN(CC1)C[C@@H](C)NC(=O)C1=CC2=CC=CC(=C2C=C1)C1=CC=C(C=C1)C(F)(F)F (R)-N-(1-morpholino-propan-2-yl)-5-(4-(trifluoromethyl)phenyl)-2-naphthamide